FC1=C(C=C(C=C1C)C1=C(C=C(C=C1C)C)C)[C@H](CC(=O)O)C([C@H](CC(C)C)N1N=C(C(=C(C1=O)C)C)CCN1CC(C1)F)=O (S)-3-(4-fluoro-2',4',5,6'-tetramethyl-[1,1'-biphenyl]-3-yl)-3-((S)-2-(3-(2-(3-fluoroazetidin-1-yl)ethyl)-4,5-dimethyl-6-oxopyridazine-1(6H)-yl)-4-methylpentanoyl)propanoic acid